(Z)-2-(2-(2-bromo-3-fluorophenyl)hydrazono)hexanedioate BrC1=C(C=CC=C1F)N\N=C(/C(=O)[O-])\CCCC(=O)[O-]